Tert-butyl (cyclobutylmethyl)((2-(1-(5-(dimethylamino)nicotinamido)ethyl)imidazo[1,2-a]pyridin-6-yl)methyl)carbamate C1(CCC1)CN(C(OC(C)(C)C)=O)CC=1C=CC=2N(C1)C=C(N2)C(C)NC(C2=CN=CC(=C2)N(C)C)=O